[Sn].[Si].[Ga] gallium silicon tin